COC=1C=CC=C2CCC(NC12)=O 8-Methoxy-3,4-dihydroquinolin-2(1H)-one